(1,1-difluoro-5-methyl-5-azaspiro[2.3]hexane-4-yl)methanol FC1(CC12C(N(C2)C)CO)F